3-(5-(((1S,2R)-2-(6-hydroxy-6-methyl-2-azaspiro[3.3]heptan-2-yl)cyclohexyl)oxy)-1-oxoisoindolin-2-yl)piperidine-2,6-dione OC1(CC2(CN(C2)[C@H]2[C@H](CCCC2)OC=2C=C3CN(C(C3=CC2)=O)C2C(NC(CC2)=O)=O)C1)C